OCCCCCCCCCCP(O)=O hydroxydecylphosphinic acid